(R)-5-(2-((tert-butyldimethylsilyl)oxy)-1-(5-chloropyridin-2-yl)ethoxy)-1,3,4-thiadiazol-2-amine [Si](C)(C)(C(C)(C)C)OC[C@H](OC1=NN=C(S1)N)C1=NC=C(C=C1)Cl